3-(6-((R)-3-methylpiperazin-1-yl)pyridin-3-yl)-5-(2-methylpiperidin-1-yl)-1H-pyrazolo[4,3-d]pyrimidine C[C@@H]1CN(CCN1)C1=CC=C(C=N1)C1=NNC2=C1N=C(N=C2)N2C(CCCC2)C